(4-amino-2-chloro-5-methoxyphenyl)(4-(4-methylpiperazin-1-yl)piperidin-1-yl)methanone NC1=CC(=C(C=C1OC)C(=O)N1CCC(CC1)N1CCN(CC1)C)Cl